N[C@@H]([C@@H](O)C)C(=O)O L-alloThreonine